C(=C)C1=CC=C(C=C1)[Si](OC)(OC)OC (4-ethenylphenyl)trimethoxy-silane